C1(=CC=CC=C1)C1=NN=C(O1)C=1C(=NC=C(C1)C=1C=NNC1)N 3-(5-phenyl-1,3,4-oxadiazol-2-yl)-5-(1H-pyrazol-4-yl)pyridin-2-amine